1-[4-(2,3-Dimethylphenyl)piperidin-1-yl]-2-{(3bR,4aR)-3-[(3R,4R)-4-hydroxy-3-methylpiperidin-1-carbonyl]-3b,4,4a,5-tetrahydro-1H-cyclopropa[3,4]cyclopenta[1,2-c]pyrazol-1-yl}ethan-1-on CC1=C(C=CC=C1C)C1CCN(CC1)C(CN1N=C(C2=C1C[C@@H]1[C@H]2C1)C(=O)N1C[C@H]([C@@H](CC1)O)C)=O